Sodium Magnesium Calcium Aluminium [Al].[Ca].[Mg].[Na]